COC(\C=C\CC[C@@H](C(=O)NC=1C(N(C=CC1)CC(=O)N[C@H]1[C@H]2CC[C@@H](C1)C2)=O)NC(=O)C2=C(N=C(S2)C(F)(F)F)C)=O (S,E)-Methyl-7-(1-(2-((1S,2R,4R)-bicyclo[2.2.1]heptan-2-ylamino)-2-oxoethyl)-2-oxo-1,2-dihydropyridin-3-ylamino)-6-(4-methyl-2-(trifluoromethyl)thiazol-5-carboxamido)-7-oxohept-2-enoat